FC(CC(CC#N)=O)(F)F 5,5,5-trifluoro-3-oxovaleronitrile